ClC=1C(=C(C=O)C=C(C1)C1=NC=CC=C1N([C@@H](CS(=O)CC=C)C(=O)O)C(C)C=1C=C(C=C2C(C(=C(OC12)N1CCCCC1)C)=O)C)O 3-chloro-5-[3-[1-[3,6-dimethyl-4-oxo-2-(1-piperidyl)chromen-8-yl]ethyl-alliino]-2-pyridyl]-2-hydroxy-benzaldehyde